Cl.N[C@@H]1CN(CCC1)C1=CC(=NC=C1C=1C=NN(C1)C(F)F)NC1=NC(=NC=C1)C1=C(C=CC=C1F)CO (S)-(2-(4-((4-(3-aminopiperidin-1-yl)-5-(1-(difluoromethyl)-1H-pyrazol-4-yl)pyridin-2-yl)amino)pyrimidin-2-yl)-3-fluorophenyl)methanol hydrochloride